2-(4-cyclopropyl-2-pyridinyl)-6-[3-(4-pyridinyl)propoxy]-3H-quinazolin-4-one dihydrochloride Cl.Cl.C1(CC1)C1=CC(=NC=C1)C1=NC2=CC=C(C=C2C(N1)=O)OCCCC1=CC=NC=C1